(1E)-1-(2,6,6-trimethylcyclohex-2-en-1-yl)hepta-1,6-dien-3-one CC=1C(C(CCC1)(C)C)\C=C\C(CCC=C)=O